ClC1=C(SC2=C1N(C(CC2)=O)C)C2=CN=CC=1[C@@H](CCCC21)NC(CC)=O (R)-N-(4-(3-chloro-4-methyl-5-oxo-4,5,6,7-tetrahydrothieno[3,2-b]pyridin-2-yl)-5,6,7,8-tetrahydroisoquinolin-8-yl)propionamide